2,2'-propane-1,3-diylbis((N-(4-((4-guanidinobenzoyl)oxy)benzyl)sulfamoyl)azanediyl)disuccinic acid C(CCN(S(NCC1=CC=C(C=C1)OC(C1=CC=C(C=C1)NC(=N)N)=O)(=O)=O)C(C(=O)O)CC(=O)O)N(S(NCC1=CC=C(C=C1)OC(C1=CC=C(C=C1)NC(=N)N)=O)(=O)=O)C(C(=O)O)CC(=O)O